3-((6-methoxypyridin-3-yl)methyl)-5-methyl-3,5,6,7,8,9-hexahydro-4H-pyrido[4',3':4,5]pyrrolo[2,3-d]pyridazin-4-one COC1=CC=C(C=N1)CN1N=CC2=C(C1=O)N(C1=C2CCNC1)C